FC(COC1=NC=CC=C1C#N)F 2-(2,2-difluoroethoxy)pyridine-3-carbonitrile